CC1C(N(CCS1)C=O)C 2,3-dimethylthiomorpholine-4-formaldehyde